(2R)-2-(Cyclopropylmethylamino)-4-methyl-N-[4-(1H-pyrrolo[2,3-b]pyridin-4-yl)phenyl]pentanamide C1(CC1)CN[C@@H](C(=O)NC1=CC=C(C=C1)C1=C2C(=NC=C1)NC=C2)CC(C)C